4-[(2R)-3-(3,4-dihydro-1H-isoquinolin-2-yl)-2-hydroxy-propyl]-5-oxo-2,3-dihydro-1,4-benzoxazepin-8-carboxylate C1N(CCC2=CC=CC=C12)C[C@H](CN1CCOC2=C(C1=O)C=CC(=C2)C(=O)[O-])O